6-(4-cyclopropyl-6-methoxypyrimidin-5-yl)-1-((2-(trimethylsilyl)ethoxy)methyl)-3-vinyl-1H-pyrazolo[3,4-d]pyrimidine C1(CC1)C1=NC=NC(=C1C1=NC=C2C(=N1)N(N=C2C=C)COCC[Si](C)(C)C)OC